[Au].[Zn].[Pb] Lead-zinc gold